((2R,5S)-4-((3,5-difluoropyridin-2-yl)methyl)-2,5-dimethylpiperazin-1-yl)(2-(2-(1-hydroxycyclopropyl)pyrimidin-4-yl)-5-methylpyridin-4-yl)methanone FC=1C(=NC=C(C1)F)CN1C[C@H](N(C[C@@H]1C)C(=O)C1=CC(=NC=C1C)C1=NC(=NC=C1)C1(CC1)O)C